N2-(1-(2,2-Difluoroethyl)-1H-pyrazol-5-yl)pyrimidine-2,4-diamine FC(CN1N=CC=C1NC1=NC=CC(=N1)N)F